FC=1C=C(C2=CC(=CC=C2C1)OC)CCNC(C)=O N-[2-(3-fluoro-7-methoxy-1-naphthyl)ethyl]acetamide